C(C)OC(C(C(=O)OCC)(CC[N+](=O)[O-])NC(=O)OC(C)(C)C)=O.N1=C(C=CC=C1)C1CNC(C(O1)([2H])[2H])([2H])[2H] 2-(Pyridin-2-yl)morpholine-5,5,6,6-d4 diethyl-2-((tert-butoxycarbonyl)amino)-2-(2-nitroethyl)malonate